2-(2,6-dioxopiperidin-3-yl)-4-(((R)-1-hydroxypropan-2-yl)amino)isoindoline-1,3-dione O=C1NC(CCC1N1C(C2=CC=CC(=C2C1=O)N[C@@H](CO)C)=O)=O